N-(3-(hydroxymethyl)-2-oxopiperidin-3-yl)-2-methyl-5-((4-methylthiazol-5-yl)methoxy)benzofuran-3-carboxamide OCC1(C(NCCC1)=O)NC(=O)C1=C(OC2=C1C=C(C=C2)OCC2=C(N=CS2)C)C